C1(=CC=CC=C1)[Si](OCC)(C1=CC=CC=C1)C1=CC=CC=C1 Triphenyl-monoethoxysilane